COC1=CC=C(C=C1)C1=NC(=CC(=C1)C1=CC=C(C=C1)[N+](=O)[O-])C1=CC=C(C=C1)OC 2,6-bis(4-methoxyphenyl)-4-(4-nitrophenyl)pyridine